2-(3-Chlorophenyl)-1-phenylethyl ((S)-3-cyclohexyl-1-oxo-1-(((S)-1-oxo-3-((S)-2-oxopyrrolidin-3-yl)propan-2-yl)amino)propan-2-yl)carbamate C1(CCCCC1)C[C@@H](C(N[C@H](C=O)C[C@H]1C(NCC1)=O)=O)NC(OC(CC1=CC(=CC=C1)Cl)C1=CC=CC=C1)=O